3-(5-(1H-1,2,4-triazol-5-yl)pyridin-3-yl)-4-methoxyphenyl cycloheptylcarbamate C1(CCCCCC1)NC(OC1=CC(=C(C=C1)OC)C=1C=NC=C(C1)C1=NC=NN1)=O